OC(CCCCCCCCCC(=O)O)CCC(CC=CC)O 11,14-dihydroxyoctadec-16-enoic acid